zinc tetradecenate C(C=CCCCCCCCCCCC)(=O)[O-].[Zn+2].C(C=CCCCCCCCCCCC)(=O)[O-]